C(#N)C1=CC(=C(C=C1)C1(OC2=C(O1)C=CC=C2C2CCN(CC2)CC2=NC1=C(N2C[C@H]2OCC2)C=C(C=C1)C(=O)[O-])C)F 2-({4-[2-(4-cyano-2-fluorophenyl)-2-methyl-1,3-benzodioxol-4-yl] piperidin-1-yl} methyl)-1-[(2S)-oxetan-2-ylmethyl]-1H-benzimidazole-6-carboxylate